3-methacryloxyoctyltriethoxysilane C(C(=C)C)(=O)OC(CC[Si](OCC)(OCC)OCC)CCCCC